FC1=C(C=CC=C1)C1=C(NC=2C3=C(CCC12)C=CC=C3)C(=O)OC methyl 3-(2-fluorophenyl)-4,5-dihydro-1H-benzo[g]indole-2-carboxylate